C(C1=CC=CC=C1)OC=1C(=C2CCC(C2=CC1I)N(C(OC(C)(C)C)=O)C)F tert-Butyl 5-(benzyloxy)-4-fluoro-6-iodo-2,3-dihydro-1H-inden-1-yl(methyl)carbamate